bis(1-methyl-3-(1-methylcyclopentyl)cyclopentadienyl)zirconium dichloride [Cl-].[Cl-].CC1(C=C(C=C1)C1(CCCC1)C)[Zr+2]C1(C=C(C=C1)C1(CCCC1)C)C